(4-chlorophenyl)-2-(4-(2-(dimethylamino)ethyl)piperazin-1-yl)-6-(3,5-bisMethyl-isoxazol-4-yl)quinazolin-4-amine ClC1=CC=C(C=C1)C1=C2C(=NC(=NC2=CC=C1C=1C(=NOC1C)C)N1CCN(CC1)CCN(C)C)N